C(C=C)C1(OC(CC=C)(CC=C)CC=C)CC(CC=C1O)\C=C\C(=O)CC(=O)\C=C\C1=CC=C(O)C(OC)=C1 tetraallyl-tetrahydrocurcumin